2-acryloxyethyl dipentyl phosphate P(=O)(OCCOC(C=C)=O)(OCCCCC)OCCCCC